NC1=C(C(=NC=C1C(=O)O)OC1=C(C=C(C=C1)C#N)OC)C1=C(C(=CC=C1C)OC)C 4-amino-6-(4-cyano-2-methoxyphenoxy)-5-(3-methoxy-2,6-dimethylphenyl)nicotinic acid